3,3'-dihydroxy diphenyl disulfide C1=CC(=CC(=C1)SSC2=CC=CC(=C2)O)O